3-oxo-7-(trifluoromethyl)-2-[3-[(2R)-1-[4-(trifluoromethyl)-1H-pyrazol-3-yl]propan-2-yl]phenyl]-2,3-dihydro-1H-isoindole-5-carboxylic acid O=C1N(CC2=C(C=C(C=C12)C(=O)O)C(F)(F)F)C1=CC(=CC=C1)[C@@H](CC1=NNC=C1C(F)(F)F)C